2-(4-Chloro-2-methylphenoxy)-propionic acid ethyl ester C(C)OC(C(C)OC1=C(C=C(C=C1)Cl)C)=O